(S)-N-(7-(3-hydroxy-3-methylbut-1-yn-1-yl)-5-methyl-4-oxo-2,3,4,5-tetrahydrobenzo[b][1,4]oxazepin-3-yl)-1-(2-methylbenzyl)-1H-1,2,4-triazole-3-carboxamide OC(C#CC1=CC2=C(OC[C@@H](C(N2C)=O)NC(=O)C2=NN(C=N2)CC2=C(C=CC=C2)C)C=C1)(C)C